(1S,2R,5R)-N-hydroxy-3-((6-(4-isopropoxyphenoxy)-pyridin-3-yl)sulfonyl)-8-(morpholine-4-carbonyl)-3,8-diazabicyclo[3.2.1]-octane-2-carboxamide ONC(=O)[C@H]1[C@@H]2CC[C@H](CN1S(=O)(=O)C=1C=NC(=CC1)OC1=CC=C(C=C1)OC(C)C)N2C(=O)N2CCOCC2